[Si](C)(C)(C(C)(C)C)OCC1CC1 1-(((tert-butyldimethylsilyl)oxy)methyl)cyclopropane